4-mercaptoethylpyridine SCCC1=CC=NC=C1